NC1=NC=C(C=C1C(=O)NNC(CC)=O)Br 2-amino-5-bromo-N'-propionylpyridine-3-carbohydrazide